FC(F)(F)CC(C1=CC=CC=C1)=NO (trifluoromethyl)acetophenone oxime